(R)-tert-butyl (3-(4-bromo-2-(N,N-dibenzylsulfamoyl)-3-(2-(4-methoxybenzyl)-2H-tetrazol-5-yl)phenylsulfonamido)-2-((tert-butyldimethyl silyl)oxy)propyl)carbamate BrC1=C(C(=C(C=C1)S(=O)(=O)NC[C@@H](CNC(OC(C)(C)C)=O)O[Si](C)(C)C(C)(C)C)S(N(CC1=CC=CC=C1)CC1=CC=CC=C1)(=O)=O)C=1N=NN(N1)CC1=CC=C(C=C1)OC